lithium(1+) 5-nitro-2-({1-[2-(oxan-2-yloxy)ethyl]-1H-1,2,3,4-tetrazol-5-yl}sulfanyl)benzoate [N+](=O)([O-])C=1C=CC(=C(C(=O)[O-])C1)SC1=NN=NN1CCOC1OCCCC1.[Li+]